tert-butyl (3S,5S)-3-((4-(2-((4-aminonaphthalen-1-yl) oxy) pyridin-3-yl) pyrimidin-2-yl) amino)-5-fluoropiperidine-1-carboxylate NC1=CC=C(C2=CC=CC=C12)OC1=NC=CC=C1C1=NC(=NC=C1)N[C@@H]1CN(C[C@H](C1)F)C(=O)OC(C)(C)C